C(CN(CC(=O)O)CC(=O)O)N(CC(=O)O)CC(=O)O 2,2',2'',2'''-(ethane-1,2-diylbis(nitrilo))tetraacetic acid